FC1(CCC1)CN1CC=2NC3=CC=CC=C3C2CC1C 2-((1-fluorocyclobutyl)methyl)-3-methyl-2,3,4,9-tetrahydro-1H-pyrido[3,4-b]indole